Cl[Pd-3](C1=NC=CC=C1Cl)(=C1N(C=CN1C1=C(C=CC=C1C(CC)CC)C(CC)CC)C1=C(C=CC=C1C(CC)CC)C(CC)CC)Cl dichloro(1,3-bis(2,6-di-3-pentylphenyl)imidazol-2-ylidene)(3-chloropyridinyl)palladium (II)